1-[2-[5-bromo-2-(8-chloro-4-oxo-chromen-2-yl)phenoxy]ethyl]-N-methylsulfonyl-pyrrolidine-2-carboxamide BrC=1C=CC(=C(OCCN2C(CCC2)C(=O)NS(=O)(=O)C)C1)C=1OC2=C(C=CC=C2C(C1)=O)Cl